OP(O)(=O)OP(=O)(O)O.CCC(C1=C(C(=C(O)C(=C1C)C)C1=CC=CC=C1)C)(C)C1=CC=C(C=C1)O tetramethylphenylbisphenol A diphosphate